N-(1-ethyl-2-oxo-1,2-dihydrobenzo[cd]indol-6-yl)-4-fluorobenzenesulfonamide C(C)N1C(C2=C3C(C(=CC=C13)NS(=O)(=O)C1=CC=C(C=C1)F)=CC=C2)=O